C1(CC1)C=1N=CN(C1)C1=C(C=C2C=CN(C(C2=C1)=O)CC1=CC=C(C=C1)OC)O 7-(4-cyclopropyl-1H-imidazol-1-yl)-2-(4-methoxybenzyl)-6-hydroxyisoquinolin-1(2H)-one